2-chloro-4-(4-chloro-2,5-difluoro-phenyl)-6,7-dimethyl-pteridine ClC1=NC2=NC(=C(N=C2C(=N1)C1=C(C=C(C(=C1)F)Cl)F)C)C